FC1(CCOCC1)C1=CC(=C2C=C(C(N(C2=C1)C)=O)C)OC 7-(4-fluorotetrahydro-2H-pyran-4-yl)-5-methoxy-1,3-dimethylquinolin-2(1H)-one